(3-bromo-5-chlorophenyl)(oxo)acetic acid BrC=1C=C(C=C(C1)Cl)C(C(=O)O)=O